COC1=NC=CC(=N1)C1=CC=C(CN2N=CC3=C(C=CC(=C23)C(=O)OC)C#CC)C=C1 methyl 1-(4-(2-methoxypyrimidin-4-yl) benzyl)-4-(propan-1-yn-1-yl)-1H-indazole-7-carboxylate